NC(C(=O)N(CC)CC)C1=CC=CC=C1 2-amino-N,N-diethyl-2-phenyl-acetamide